3-(t-butylperoxy)butanol C(C)(C)(C)OOC(CCO)C